2-methoxy-5-(4-(piperazin-1-yl)pyrido[3,2-d]pyrimidin-6-yl)benzenesulfonamide trifluoroacetate FC(C(=O)O)(F)F.COC1=C(C=C(C=C1)C=1C=CC=2N=CN=C(C2N1)N1CCNCC1)S(=O)(=O)N